7-(1-(adamantan-1-ylmethyl)-5-methyl-1H-pyrazol-4-yl)-3-(6-(benzo[d]thiazol-2-ylamino)-5-cyclopropylpyridazin-3-yl)imidazo[1,2-a]pyridine-8-carboxylic acid C12(CC3CC(CC(C1)C3)C2)CN2N=CC(=C2C)C2=C(C=3N(C=C2)C(=CN3)C=3N=NC(=C(C3)C3CC3)NC=3SC2=C(N3)C=CC=C2)C(=O)O